tertiary butyl thiol C(C)(C)(C)S